NC1=NC=2C(=CC=CC2C=2N1C=C(N2)C(=O)N2CCC(CCC2)(F)F)OC (5-amino-7-methoxyimidazo[1,2-c]quinazolin-2-yl)(4,4-difluoroazepan-1-yl)methanone